N-(2-(1,1-difluoroethyl)pyridin-4-yl)-1-(1-methoxyisoquinolin-5-yl)-5-(trifluoromethyl)-1H-pyrazole-4-carboxamide FC(C)(F)C1=NC=CC(=C1)NC(=O)C=1C=NN(C1C(F)(F)F)C1=C2C=CN=C(C2=CC=C1)OC